(1R,3S,4R)-2-((3-chlorophenyl)-D-alanyl)-N-((R)-1-cyano-2-((R)-2-oxopiperidin-3-yl)ethyl)-5,5-difluoro-2-azabicyclo[2.2.2]octane-3-carboxamide ClC=1C=C(C=CC1)N[C@H](C)C(=O)N1[C@H]2CC([C@@H]([C@H]1C(=O)N[C@H](C[C@@H]1C(NCCC1)=O)C#N)CC2)(F)F